COCCCNC(=O)[C@H]1CC(CCC1(C)C)C1=NN(C=C1CN(CCN(C(OC(C)(C)C)=O)C)C)C1OCCCC1 tert-butyl N-{2-[({3-[(3S)-3-[(3-methoxypropyl) carbamoyl]-4,4-dimethylcyclohexyl]-1-(oxacyclohex-2-yl)-1H-pyrazol-4-yl} methyl) (methyl) amino] ethyl}-N-methylcarbamate